2α-hydroxy-3β,7β-dimethoxy-5β-cholanic acid methyl ester COC(CC[C@@H](C)[C@H]1CC[C@H]2[C@@H]3[C@H](C[C@@H]4C[C@H]([C@@H](C[C@]4(C)[C@H]3CC[C@]12C)O)OC)OC)=O